O1C2=C(OCC1)C=C(C=C2)[C@H]([C@@H](CN2CCCC2)NC(=O)C2CN(CC2)C=2SC1=C(N2)CCCC1)O N-((1R,2R)-1-(2,3-dihydrobenzo[b][1,4]dioxin-6-yl)-1-hydroxy-3-(pyrrolidin-1-yl)propan-2-yl)-1-(4,5,6,7-tetrahydrobenzo[d]thiazol-2-yl)pyrrolidine-3-carboxamide